1-Phenyl-2-(trityloxy)ethanol C1(=CC=CC=C1)C(COC(C1=CC=CC=C1)(C1=CC=CC=C1)C1=CC=CC=C1)O